C1=CC=CC=2C3=CC=CC=C3C(C12)COC(NCCOCCOCCC(=O)N[C@@H](CCC(=O)O)C(=O)O)=O (1-(9H-fluoren-9-yl)-3-oxo-2,7,10-trioxa-4-azatridecan-13-oyl)-L-glutamic acid